2,2'-bis(2,6-difluorophenyl)-4,4',5,5'-tetra(3-methoxyphenyl)-1,2'-biimidazole FC1=C(C(=CC=C1)F)C=1N(C(=C(N1)C1=CC(=CC=C1)OC)C1=CC(=CC=C1)OC)C1(N=C(C(=N1)C1=CC(=CC=C1)OC)C1=CC(=CC=C1)OC)C1=C(C=CC=C1F)F